C1=CC(=CC=C1C2=COC3=C(C2=O)C=CC(=C3[C@H]4[C@@H]([C@H]([C@@H]([C@H](O4)CO)O)O)O)O)O The molecule is a hydroxyisoflavone that is isoflavone substituted by hydroxy groups at positions 7 and 4' and a beta-D-glucopyranosyl residue at position 8 via a C-glycosidic linkage. It has a role as a plant metabolite. It is a C-glycosyl compound and a hydroxyisoflavone. It derives from an isoflavone.